ClC1=CC=C(C=C1)C=1N2C(C=3C=CC=CC3C1)=C1C=CC=CC1=N2 6-(4-Chlorophenyl)indazolo[3,2-a]isoquinoline